ClC=1C=C(OC=2C(=NC(=NC2)C)C=2N[C@@H](CCN2)CC2=C(C=C(C=C2)C)C)C=CC1 |r| 5-(3-chlorophenoxy)-2-methyl-4-[(6RS)-6-[(2,4-dimethylphenyl)methyl]-1,4,5,6-tetrahydropyrimidin-2-yl]pyrimidine